((4-hydroxybutyl) (octadeca-9-en-1-yl) amino) pentyl-2-hexyldecanoate C(CCCC)C(C(=O)ON(CCCCCCCCC=CCCCCCCCC)CCCCO)(CCCCCCCC)CCCCCC